2-((S)-1-Acryloyl-4-((R)-2-(3-((2,2-difluoroethyl)(methyl)amino)azetidin-1-yl)-7-(7-fluoro-3,4-dihydroquinolin-1(2H)-yl)-5,6,7,8-tetrahydroquinazolin-4-yl)piperazin-2-yl)acetonitrile C(C=C)(=O)N1[C@H](CN(CC1)C1=NC(=NC=2C[C@@H](CCC12)N1CCCC2=CC=C(C=C12)F)N1CC(C1)N(C)CC(F)F)CC#N